4-formazanoxy-N-(4-(1,2,2-triphenylvinyl)benzyl)aniline N=NC(=NN)OC1=CC=C(NCC2=CC=C(C=C2)C(=C(C2=CC=CC=C2)C2=CC=CC=C2)C2=CC=CC=C2)C=C1